4-(6-chloro-5-methoxy-2-(2-(pyridin-2-yl)ethoxy)pyrimidin-4-yl)morpholine ClC1=C(C(=NC(=N1)OCCC1=NC=CC=C1)N1CCOCC1)OC